(R)-N-(5-cyano-6-(difluoromethoxy)pyridin-3-yl)-2-fluoro-8,8-dimethyl-7,8-dihydro-6H-cyclopenta[e]pyrazolo[1,5-a]pyrimidine-6-carboxamide C(#N)C=1C=C(C=NC1OC(F)F)NC(=O)[C@@H]1CC(C2=C1C=NC=1N2N=C(C1)F)(C)C